[Li].[Sc] scandium-lithium